bromo-2,7-bis(n-hexyloxy)pyrene BrC1=C(C=C2C=CC3=CC(=CC4=CC=C1C2=C34)OCCCCCC)OCCCCCC